(4-methyl-1-((5-nitro-1-p-toluenesulfonyl-1H-pyrrolo[2,3-b]pyridine-4-yl)amino)piperidin-4-yl)methyl methanesulfonate CS(=O)(=O)OCC1(CCN(CC1)NC1=C2C(=NC=C1[N+](=O)[O-])N(C=C2)S(=O)(=O)C2=CC=C(C)C=C2)C